(S)-1-(3-((2-((1-(1-ethylpyrrolidin-3-yl)-3-methyl-1H-pyrazol-4-yl)amino)-5-(trifluoromethyl)pyrimidin-4-yl)amino)propyl)pyrrolidin-2-one C(C)N1C[C@H](CC1)N1N=C(C(=C1)NC1=NC=C(C(=N1)NCCCN1C(CCC1)=O)C(F)(F)F)C